O[C@@](C(=O)O)(C)C1=CC=CC=C1 (S)-2-hydroxy-2-phenylpropionic acid